(S)-2-ethyl-6-(4-fluoro-5,6-dimethoxy-1H-benzo[d]imidazol-2-yl)-7-((1-(pyrimidin-2-yl)-ethyl)amino)-2H-pyrazolo[4,3-b]pyridin-5(4H)-one C(C)N1N=C2C(NC(C(=C2N[C@@H](C)C2=NC=CC=N2)C2=NC3=C(N2)C=C(C(=C3F)OC)OC)=O)=C1